C[Si](CCO[C@](N)(CCC(=O)O)C(=O)O)(C)C α-[2-(Trimethylsilyl)ethyloxy]-L-glutamic Acid